SC(SCCCCCC)CO 1,3-dithianon-2-yl-methanol